CS(=O)(=O)N1CC2C(C1)CC(C2)C2=CC=CC=C2 2-(methylsulfonyl)-5-phenylhexahydrocyclopenta[c]pyrrol